C(CCCCCCC)SC1=NC(=NC(=N1)SCCCCCCCC)NC1=CC(=C(C(=C1)C(C)(C)C)O)C(C)(C)C 2,4-bis-(n-octylthio)-6-(4-hydroxy-3,5-di(tert-butyl)anilino)-1,3,5-triazine